5-phenyl-bicyclo[2.2.1]hept-2-ene C1(=CC=CC=C1)C1C2C=CC(C1)C2